(8-oxa-3-azabicyclo[3.2.1]octan-3-yl)ethan-1-one C12CN(CC(CC1)O2)C(C)=O